(R)-7-(sec-Butoxy)-2-(1-methyl-2-oxabicyclo[2.1.1]hex-4-yl)imidazo[1,2-a]pyridine-6-carboxylic acid methyl ester COC(=O)C=1C(=CC=2N(C1)C=C(N2)C21COC(C2)(C1)C)O[C@H](C)CC